(3R)-3-({1-cyclopentyl-5-[2-(trifluoromethyl)phenyl]-1H-pyrazol-3-yl}formamido)-4-(3,3-difluoropyrrolidin-1-yl)butanoic acid C1(CCCC1)N1N=C(C=C1C1=C(C=CC=C1)C(F)(F)F)C(=O)N[C@H](CC(=O)O)CN1CC(CC1)(F)F